COC=1C=C(CNC(C(O)[C@H]2N(CCC2)C(CNC(=O)C2=CC=NC3=CC=C(C=C23)OCCCN2CCN(CC2)C(C2=CC=C(C=C2)I)=O)=O)=O)C=CC1OC N-(2-((2S)-2-(2-((3,4-dimethoxybenzyl)amino)-1-hydroxy-2-oxoethyl)pyrrolidin-1-yl)-2-oxoethyl)-6-(3-(4-(4-iodobenzoyl)piperazin-1-yl)propoxy)quinoline-4-carboxamide